tert-Butyl (2-amino-4-fluorophenyl)carbamate NC1=C(C=CC(=C1)F)NC(OC(C)(C)C)=O